N1CCC(CC1)C(=O)C1=NC=CC=C1 piperidin-4-yl-(pyridin-2-yl)methanone